6-Chloro-N2-(2,2-difluoro-ethyl)-N4,N8-dimethyl-pyrimido[5,4-d]pyrimidine-2,4,8-triamine ClC=1N=C(C=2N=C(N=C(C2N1)NC)NCC(F)F)NC